1-(Tert-butyl)-2-hydroxy-1H-pyrrolo[2,3-b]pyridine-3-carboxylic acid methyl ester COC(=O)C1=C(N(C2=NC=CC=C21)C(C)(C)C)O